N-(2-oxopropyl)-N-phenylglycine ethyl ester C(C)OC(CN(C1=CC=CC=C1)CC(C)=O)=O